C(C=C)(=O)N1C[C@@H]2COC3=C(C(N2CC1)=O)C(=NC(=C3Cl)C3=C(C=CC=C3O)F)NC31CC(C3)C1 (6aR)-8-acryloyl-1-(bicyclo[1.1.1]pentan-1-ylamino)-4-chloro-3-(2-fluoro-6-hydroxyphenyl)-6,6a,7,8,9,10-hexahydro-12H-pyrazino[2,1-c]pyrido[3,4-f][1,4]oxazepin-12-one